C(C)N1N=CC(=C1CO)C(F)(F)F [2-ethyl-4-(trifluoromethyl)pyrazol-3-yl]methanol